4-(1-(2-morpholinoethyl)-1H-pyrazol-4-yl)isoindolin-1-one O1CCN(CC1)CCN1N=CC(=C1)C1=C2CNC(C2=CC=C1)=O